ClC1=C(CN2C(=NC3=C2C=CC=C3)N3C[C@@H](CCC3)N)C=CC=C1 (R)-1-(1-(2-Chlorobenzyl)-1H-benzo[d]imidazol-2-yl)piperidin-3-amin